ClC1=CC=C(C=C1)C(=O)N1C(C2=C(CC1)C=C(S2)C2=NOC(=N2)C(F)(F)F)C (4-chlorophenyl)(7-methyl-2-(5-(trifluoromethyl)-1,2,4-oxadiazol-3-yl)-4,7-dihydrothieno[2,3-c]pyridin-6(5H)-yl)methanone